(5R)-3,3-difluoro-5-[(5R)-5-methyl-1,1-dioxo-1λ6,2-thiazolidine-2-yl]piperidine-1-carboxylic acid 4-chlorophenyl ester ClC1=CC=C(C=C1)OC(=O)N1CC(C[C@H](C1)N1S([C@@H](CC1)C)(=O)=O)(F)F